bis[3-(N,N-diethylamino)-propyl]amine C(C)N(CC)CCCNCCCN(CC)CC